ClC1=C(C(=O)NN)C(=C(C(=C1Cl)O)O)Cl 2,3,6-trichloro-4,5-dihydroxybenzoylhydrazine